C(C)(C)(C)OC(=O)N/N=C\1/C(OC1)C.[N+](=O)([O-])C=1C=CC(=C(C1)S(=O)(=O)N)C=1C=NN(C1)C(C)C 5-Nitro-2-[1-(propan-2-yl)-1H-pyrazol-4-yl]benzenesulfonamide tert-butyl-(E)-2-(2-methyloxetan-3-ylidene)hydrazine-1-carboxylate